racemic-trans-4-(2-pyridyldisulfanyl)tetrahydropyran-3-ol N1=C(C=CC=C1)SS[C@H]1[C@@H](COCC1)O |r|